(R)-(1-(4-aminophenyl)-8-methyl-3-(3-Methyl-1,2,4-thiadiazol-5-yl)-5,6-dihydroimidazo[1,5-a]pyrazin-7(8H)-yl)(4-Fluorophenyl)methanone NC1=CC=C(C=C1)C=1N=C(N2C1[C@H](N(CC2)C(=O)C2=CC=C(C=C2)F)C)C2=NC(=NS2)C